gamma-glutamylleucine N[C@@H](CCC(=O)N[C@@H](CC(C)C)C(=O)O)C(=O)O